FC=1C=NN(C1)C1=CC=C(C=N1)[C@@H](C)N (R)-1-(6-(4-fluoro-1H-pyrazol-1-yl)pyridin-3-yl)ethan-1-amine